1-(4-azidobutyl)cyclopropan-1-amine N(=[N+]=[N-])CCCCC1(CC1)N